(3S)-1-[(2R)-2-[4-(2-chloro-4-fluoro-phenyl)-2-oxo-chromen-7-yl]oxypropionyl]piperidine-3-carboxamide ClC1=C(C=CC(=C1)F)C1=CC(OC2=CC(=CC=C12)O[C@@H](C(=O)N1C[C@H](CCC1)C(=O)N)C)=O